NC1=C(C(=C2C=C(C=NC2=N1)C(=O)N([C@H](C)C1=NC=CC=N1)CC1=NC=C(C=C1)C#N)C)Br 7-amino-6-bromo-N-((5-cyano-2-pyridinyl)methyl)-5-methyl-N-((1R)-1-(2-pyrimidinyl)ethyl)-1,8-naphthyridine-3-carboxamide